2-hexyl-N-(8-hydroxyoctyl)-N-methyldecanoamide C(CCCCC)C(C(=O)N(C)CCCCCCCCO)CCCCCCCC